C(C)C1=NC(=NO1)C=1C=C2CC[C@H](C2=CC1)NC(=O)C=1C=NN(C1)C1CN(C1)S(=O)(=O)C (R)-N-(5-(5-ethyl-1,2,4-oxadiazol-3-yl)-2,3-dihydro-1H-inden-1-yl)-1-(1-(methylsulfonyl)azetidin-3-yl)-1H-pyrazole-4-carboxamide